ClC=1C=C2CCN(C2=CC1)S(=O)(=O)C1=CC=C(C(=O)NC=2SC3=C(N2)C=CC(=C3)OC)C=C1 4-(5-chloroindolin-1-ylsulfonyl)-N-(6-methoxybenzo[d]thiazol-2-yl)benzamide